1,5-bis(3-glycidoxypropyl)-1,1,3,3,5,5-hexaMethyltrisiloxane C(C1CO1)OCCC[Si](O[Si](O[Si](C)(C)CCCOCC1CO1)(C)C)(C)C